3-[3-(Methylamino)propoxy[propyl]-2-oxo-1,3-benzoxazol-3-yl]piperidine-2,6-dione CNCCCOC=1C=CC2=C(N(C(O2)=O)C2C(NC(CC2)=O)=O)C1CCC